trans-3-[(6-methylpyridin-3-yl)oxy]cyclobutylamine dihydrochloride Cl.Cl.CC1=CC=C(C=N1)O[C@@H]1C[C@H](C1)N